C(C=C)(=O)OCCCCC1=C(C(C(=O)O)=CC=C1)C(=O)O acryloxybutyl-phthalic acid